C1(CCCC1)NCC(CS(=O)(=O)O)C 3-cyclopentylamino-2-methyl-propane-1-sulfonic acid